(R)-2-(5-(1-(3,5-dichloropyridin-4-yl)ethoxy)-1H-indazol-3-yl)-4,6-dihydropyrrolo[3,4-d]imidazole-5(1H)-carboxylic acid methyl ester COC(=O)N1CC=2NC(=NC2C1)C1=NNC2=CC=C(C=C12)O[C@H](C)C1=C(C=NC=C1Cl)Cl